CN(CC)CCOCC(=O)N(C)C 2-[2-(N-methyl-N-ethyl-amino)ethoxy]-N,N-dimethyl-acetamide